C(C)C=1CNC2=C(C3=C(C=C2N1)OCC[C@@H]1N(C3)C(CN(C1)C=1C=CC(=NC1)C(=O)OC)=O)F methyl (S)-5-(10-ethyl-13-fluoro-l-1-oxo-1,2,4,4a,5,6,11,14-octahydro-3H,12H-pyrazino[1',2':5,6][1,5]oxazocino[2,3-g]quinoxalin-3-yl)picolinate